6-[[5-cyclopropyl-4-(2,3-difluorophenyl)imidazol-1-yl]methyl]-1-methyl-benzimidazole C1(CC1)C1=C(N=CN1CC=1C=CC2=C(N(C=N2)C)C1)C1=C(C(=CC=C1)F)F